oxo-2-thioxothiazolidin O=C1NC(SC1)=S